FC(C=1C(=C(C=CC1)[C@@H](C)NC=1C2=C(N=C(N1)C)N=C(C(=C2)C2(CC2)C#N)O[C@H]2CN(CC2)C)F)F 1-(4-(((R)-1-(3-(difluoromethyl)-2-fluorophenyl)ethyl)amino)-2-methyl-7-(((R)-1-methylpyrrolidin-3-yl)oxy)pyrido[2,3-d]pyrimidin-6-yl)cyclopropane-1-carbonitrile